3-(3-(1-(2-(5-((6,7-difluoro-1H-indol-5-yl)oxy)-2-fluorophenyl)-1H-imidazol-4-yl)-1-hydroxyethyl)phenyl)propanoic acid FC1=C(C=C2C=CNC2=C1F)OC=1C=CC(=C(C1)C=1NC=C(N1)C(C)(O)C=1C=C(C=CC1)CCC(=O)O)F